ClS(=O)(=O)OCCC1CCN(CC1)C(=O)OC(C)(C)C tert-butyl 4-(2-((chlorosulfonyl)oxy)ethyl)piperidine-1-carboxylate